tert-butyl (1-((4-((1-benzhydrylazetidin-3-yl)oxy)phenyl)sulfonyl)piperidin-4-yl)-carbamate C(C1=CC=CC=C1)(C1=CC=CC=C1)N1CC(C1)OC1=CC=C(C=C1)S(=O)(=O)N1CCC(CC1)NC(OC(C)(C)C)=O